ClC1=C(C=O)C=CC(=C1)OCCN1CCNC(CC1)=O 2-chloro-4-(2-(5-oxo-1,4-diazepan-1-yl)ethoxy)benzaldehyde